N-(5-cyano-2-methylphenyl)imidazo[1,2-a]pyridine-3-carboxamide C(#N)C=1C=CC(=C(C1)NC(=O)C1=CN=C2N1C=CC=C2)C